OCCN=CC=1C2=CC=CC=C2C(=C2C=CC=CC12)C=NCCO 9,10-bis[(2-hydroxyethyl)iminomethyl]anthracene